N[C-]1NC(=C(C=C1)Br)CC 2-amino-5-bromo-6-ethylpyridineid